{(3S*,4R*)-4-(6-fluoro-2,3-dihydro-benzofuran-5-yl)-1-[(5-methyl-1,3,4-oxadiazol-2-yl)-methyl]-2-oxo-pyrrolidin-3-yl}carbamic acid benzyl ester C(C1=CC=CC=C1)OC(N[C@@H]1C(N(C[C@H]1C=1C(=CC2=C(CCO2)C1)F)CC=1OC(=NN1)C)=O)=O |o1:10,14|